ClC1=C(C=C(C(=O)N2CC=3C(=NN4C3C(N(C[C@@H]4C(=O)NC)[C@H](C)C4=CC=C(C=C4)OC(F)F)=O)C[C@H]2C)C=C1)C#N |o1:17,22| (3R,7R*)-2-(4-chloro-3-cyanobenzoyl)-9-((R*)-1-(4-(difluoromethoxy)phenyl)ethyl)-N,3-dimethyl-10-oxo-1,2,3,4,7,8,9,10-octahydropyrido[4',3':3,4]pyrazolo[1,5-a]pyrazine-7-carboxamide